C(#N)C1CC2(C1)C[C@H](N(CC2)CC2=C1C=CNC1=C(C=C2OC)C)C2=CC=C(C(=O)N1[C@@H](CCC1)CC(=O)O)C=C2 2-((S)-1-(4-((2R,4r,6S)-2-cyano-7-((5-methoxy-7-methyl-1H-indol-4-yl)methyl)-7-azaspiro[3.5]nonan-6-yl)benzoyl)pyrrolidin-2-yl)acetic acid